(1S,2R)-2-methyl-2-phenylcyclopropane-1-carboxylic acid C[C@@]1([C@H](C1)C(=O)O)C1=CC=CC=C1